2-(4-Fluorophenyl)-N-{4-[7-methoxy-3-(pyridin-2-yl)-1H-pyrrolo[3,2-b]pyridin-2-yl]pyridin-2-yl}acetamid FC1=CC=C(C=C1)CC(=O)NC1=NC=CC(=C1)C1=C(C2=NC=CC(=C2N1)OC)C1=NC=CC=C1